C(C(=C)C)(=O)OCCC[Si](OCCOC)(OCCOC)OCCOC γ-methacryloyloxypropyltris(β-methoxyethoxy)silane